N-(4-(hydroxymethyl)tetrahydro-2H-pyran-4-yl)-2-methyl-5-((2-(trifluoromethyl)pyridin-3-yl)methoxy)benzofuran-3-carboxamide OCC1(CCOCC1)NC(=O)C1=C(OC2=C1C=C(C=C2)OCC=2C(=NC=CC2)C(F)(F)F)C